O1CC[C@@H](C2=CC=CC=C12)NC(=O)C1=CC2=C(N=C(S2)C=2C=NC=C(C2)C=O)C=C1 (S)-N-(chroman-4-yl)-2-(5-formylpyridin-3-yl)benzo[d]thiazole-6-carboxamide